1-((2-(trimethylsilyl)ethoxy)methyl)-1H-thieno[2,3-d]imidazole-5-carboxylate C[Si](CCOCN1C=NC2=C1C=C(S2)C(=O)[O-])(C)C